3-phenyl-N-(2-(pyridin-3-yl)benzo[d]oxazol-5-yl)propiolamide C1(=CC=CC=C1)C#CC(=O)NC=1C=CC2=C(N=C(O2)C=2C=NC=CC2)C1